FC(C=1C=C(C=CC1)C1OC1)(F)F 2-[3-(Trifluoromethyl)phenyl]oxirane